4-((6-Iodohexyl)thio)-7-(trifluoromethyl)quinoline ICCCCCCSC1=CC=NC2=CC(=CC=C12)C(F)(F)F